BrC1=C(C=C(C=C1)C)CCC(=O)N(C)OC 3-(2-bromo-5-methylphenyl)-N-methoxy-N-methylpropanamide